acrylic acid 3-nitrophenyl-18-octadecyl ester [N+](=O)([O-])C=1C=C(C=CC1)C(CCCCCCCCCCCCCCCCC)OC(C=C)=O